decylbenzenesulfonic acid sodium salt [Na+].C(CCCCCCCCC)C1=C(C=CC=C1)S(=O)(=O)[O-]